ethyl 3-(tetrahydropyran-4-yl)-3-oxopropionate O1CCC(CC1)C(CC(=O)OCC)=O